ClC1=CC(=C(C=C1)C1CCN(CC1)C1=CC(=C(C=C1)C1C(NC(CC1)=O)=O)F)F 3-[4-[4-(4-Chloro-2-fluoro-phenyl)-1-piperidyl]-2-fluoro-phenyl]piperidine-2,6-dione